dimethyl 8-[benzyloxycarbonyl-(1-methyl-4-piperidyl)amino]pentadecanedioate C(C1=CC=CC=C1)OC(=O)N(C(CCCCCCC(=O)OC)CCCCCCC(=O)OC)C1CCN(CC1)C